C(C)P(C1=CC=CC=C1)(CC1=C(C=C(C=C1C)C)C)=O ethyl-2,4,6-trimethylbenzylphenyl-phosphine oxide